O[C@H](CC(CCC1=CC(=C(C=C1)O)OC)=O)CCCCC (S)-5-Hydroxy-1-(4-hydroxy-3-methoxyphenyl)-3-decanone